C(C)(C)(C)S(=O)(=O)N1CC2=C(CCC1)NN=C2C(=O)N2CCC(CC2)C2=C(C=CC=C2)C(F)(F)F (5-(tert-butylsulfonyl)-1,4,5,6,7,8-hexahydropyrazolo[4,3-c]azepin-3-yl)(4-(2-(trifluoromethyl)phenyl)piperidin-1-yl)methanone